C1(CC1)N1N=CC(=C1)C1CN(CC(O1)C)C1=CC=2C(=NC=C(N2)C)C(=N1)C12CC(C1)(C2)C(F)(F)F 2-(1-cyclopropylpyrazol-4-yl)-6-methyl-4-[2-methyl-5-[3-(trifluoromethyl)-1-bicyclo[1.1.1]pentanyl]pyrido[3,4-b]pyrazin-7-yl]morpholine